2-cyclohexyl-2-(3,3,3-tribromopropyl)-1-ethoxy-3-methoxy-propane C1(CCCCC1)C(COCC)(COC)CCC(Br)(Br)Br